1,1,3,3-tetraethoxy-propane C(C)OC(CC(OCC)OCC)OCC